N-(6-aminohexyl)-4-(7H-pyrrolo[2,3-d]pyrimidin-4-yl)-3,4-dihydro-2H-1,4-thiazine-6-carboxamide NCCCCCCNC(=O)C1=CN(CCS1)C=1C2=C(N=CN1)NC=C2